N-(3-(2-chlorophenyl)isoxazol-5-yl)-4-(2-methyl-6,7-dihydropyrazolo[1,5-a]pyrimidin-4(5H)-yl)-4-oxobutanamide ClC1=C(C=CC=C1)C1=NOC(=C1)NC(CCC(=O)N1C=2N(CCC1)N=C(C2)C)=O